IC=1C=C(N)C=CC1C(F)(F)F 3-iodo-4-(trifluoromethyl)aniline